BrC=1C(=NN(C1C(F)(F)F)C)C1(CC2CC(CC2C1)C=1N=CN(C1C(=O)NC1=CC(=C(C=C1)F)Cl)C)O 4-(5-(4-Bromo-1-methyl-5-(trifluoromethyl)-1H-pyrazol-3-yl)-5-hydroxyoctahydropentalen-2-yl)-N-(3-chloro-4-fluorophenyl)-1-methyl-1H-imidazole-5-carboxamide